[4-(hydroxymethyl)phenyl]methanol tert-butyl-3-(2-(hydroxymethyl)phenyl)piperidine-1-carboxylate C(C)(C)(C)C1N(CCCC1C1=C(C=CC=C1)CO)C(=O)OCC1=CC=C(C=C1)CO